FC(CN1N=CC2=C1N=C(N(C2=O)C)N2CCC1(CCN(C1)C1=CC(=NC=C1)C(F)(F)F)CC2)F 1-(2,2-difluoroethyl)-5-methyl-6-(2-(2-(trifluoromethyl)pyridin-4-yl)-2,8-diazaspiro[4.5]decan-8-yl)-1,5-dihydro-4H-pyrazolo[3,4-d]pyrimidin-4-one